(R)-3-((R)-7-fluoro-5H-imidazo[5,1-a]isoindol-5-yl)tetrahydro-2H-pyran-4-ol FC=1C=C2[C@H](N3C(C2=CC1)=CN=C3)[C@@H]3COCCC3O